FC=1C(=CC2=C(N(C(O2)=O)COCC[Si](C)(C)C)C1)C 5-fluoro-6-methyl-3-(2-trimethylsilylethoxymethyl)-1,3-benzoxazol-2-one